C(CCCCCC)C(C(=O)OCC1(CCC2(CCN(CC2)CCCCO[Si](C)(C)C(C)(C)C)CC1)COC(C(CCCCCCC)CCCCCCC)=O)CCCCCCC (3-(4-((tert-butyldimethylsilyl)oxy)butyl)-3-azaspiro[5.5]undecane-9,9-diyl)bis(methylene) bis(2-heptylnonanoate)